ClC1=CC2=C(N(C(N=C2N2[C@H](CN(CC2)C(C=C)=O)C)=O)C=2C(=NC(=NC2C(C)C)OC)C(C)C)N=C1C1=C(C=CC=C1)F 6-chloro-7-(2-fluorophenyl)-1-(2-methoxy-4,6-di(2-propanyl)-5-pyrimidinyl)-4-((2S)-2-methyl-4-(2-propenoyl)-1-piperazinyl)pyrido[2,3-d]pyrimidin-2(1H)-one